BrC1=CC=2N=C(N=C(C2N=C1C(F)(F)F)Cl)Cl 7-bromo-2,4-dichloro-6-(trifluoromethyl)pyrido[3,2-d]pyrimidine